4-[2,6-dioxohexahydropyrimidine-4-carbonylamino]-L-phenylalanine O=C1NC(CC(N1)C(=O)NC1=CC=C(C[C@H](N)C(=O)O)C=C1)=O